CN(C(CCCC(CCCCCCCCCCCCCCCCCC)CCCCCCCC\C=C/C\C=C/CCCCC)C)C 2-(dimethylamino)propyl-(12Z,15Z)-3-((9Z,12Z)-octadeca-9,12-dien-1-yl)heneicosane